1-bromo-5-fluoro-2-methoxy-4-(trifluoromethyl)benzene BrC1=C(C=C(C(=C1)F)C(F)(F)F)OC